Methyl 4-[6-amino-5-[tert-butyl(dimethyl)silyl]oxy-1,3-benzoxazol-2-yl]cyclohexanecarboxylate NC1=CC2=C(N=C(O2)C2CCC(CC2)C(=O)OC)C=C1O[Si](C)(C)C(C)(C)C